FC(C1=NN=C(O1)C1=CC=C(CN2N=NC(=C2)C2=CC3=C(NC(=N3)N3CCOCC3)C=C2)C=C1)F 4-(5-(1-(4-(5-(difluoromethyl)-1,3,4-oxadiazol-2-yl)benzyl)-1H-1,2,3-triazol-4-yl)-1H-benzo[d]imidazol-2-yl)morpholine